C(C)(C)(C)OC(=O)C=1C=C(C=CC1)NC(=O)C=1C(C(=C(NC1C)C)C(=O)OCCOC)C1=CC=CC=C1 2-Methoxyethyl 5-((3-(tert-butoxycarbonyl) phenyl) carbamoyl)-2,6-dimethyl-4-phenyl-1,4-dihydropyridine-3-carboxylate